(S)-1-chloro-3-(4-(2-(3,5-dichloro-4-((R)-3-(ethylsulfonyl)-2-hydroxypropoxy)phenyl)propan-2-yl)phenoxy)propan-2-ol ClC[C@H](COC1=CC=C(C=C1)C(C)(C)C1=CC(=C(C(=C1)Cl)OC[C@H](CS(=O)(=O)CC)O)Cl)O